acryloyloxypentyl-trimethoxysilane C(C=C)(=O)OCCCCC[Si](OC)(OC)OC